Methoxymethyl (E)-4-((4-(benzyloxy)-3,6-dimethyl-2-(prop-1-en-1-yl)benzoyl)oxy)-2,3,5,6-tetramethylbenzoate C(C1=CC=CC=C1)OC1=C(C(=C(C(=O)OC2=C(C(=C(C(=O)OCOC)C(=C2C)C)C)C)C(=C1)C)\C=C\C)C